ClC=1C=CC2=C(B(N(N=C2)C(=O)C2=CC=CC=C2)O)C1 (7-chloro-1-hydroxybenzo[d][1,2,3]-diazaborinin-2(1H)-yl)(phenyl)methanone